C(C)(C)(C)OC(=O)N1CCC(CC1)C=1C(=NC(=C(C1)CC#N)Cl)OC.BrC1=C(C=C(C=C1)OC(F)(F)F)F 1-bromo-2-fluoro-4-(trifluoro-methoxy)benzene tert-butyl-4-(6-chloro-5-(cyanomethyl)-2-methoxypyridin-3-yl)piperidine-1-carboxylate